Isopropyl ((S)-(((R)-1-(4-amino-2-(ethoxymethyl)-1H-imidazo[4,5-c]quinolin-1-yl) propan-2-yl) oxy) (4-chloro-phenoxy) phosphoryl)-L-alaninate NC1=NC=2C=CC=CC2C2=C1N=C(N2C[C@@H](C)O[P@](=O)(OC2=CC=C(C=C2)Cl)N[C@@H](C)C(=O)OC(C)C)COCC